(E)-3-{6-azidonaphthalen-2-yl}acrylic acid N(=[N+]=[N-])C=1C=C2C=CC(=CC2=CC1)/C=C/C(=O)O